NC=1C(=NC=CN1)C(=O)NCCOC1CN(CC1)C(C(C)(C)NC(NCC)=O)=O 3-amino-N-{2-[(1-{2-[(ethylcarbamoyl)amino]-2-methylpropanoyl}pyrrolidin-3-yl)oxy]ethyl}pyrazine-2-carboxamide